(R)-3-(tert-butyl)-N-(1-(2-methyl-4-(7-(2-oxoethyl)-9H-pyrimido[4,5-b]indol-4-yl)phenyl)ethyl)-1,2,4-oxadiazole-5-carboxamide C(C)(C)(C)C1=NOC(=N1)C(=O)N[C@H](C)C1=C(C=C(C=C1)C1=NC=NC=2NC3=CC(=CC=C3C21)CC=O)C